FC([C@H]1N(C(OC1)=O)C=1N=C2N(CCOC3=C2C=CC(=C3)S[C@H](C(=O)N)C)C1)F (S)-2-((2-((S)-4-(difluoromethyl)-2-oxooxazolidin-3-yl)-5,6-dihydrobenzo[f]imidazo[1,2-d][1,4]oxazepin-9-yl)thio)propanamide